OC1=CC=C(C=C1)C1(CCC(CC1)C1=CC=CC=C1)C1=CC=C(C=C1)O 1,1-bis(4-hydroxyphenyl)-4-phenylcyclohexane